ClC1=C(/C=C/C(=O)O)C=C(C=C1)Cl Trans-2,5-dichlorocinnamic acid